CN(CCC[SiH](C1=C(C=C)C=CC=C1)COCC)C 2-[(3-dimethylaminopropyl)ethoxymethylsilyl]styrene